nonylheptanedioate C(CCCCCCCC)OC(CCCCCC(=O)[O-])=O